ClC1=CC=C(C=C1)[C@@]1(N(C(C2=CC(=CC(=C12)F)C(CC)(C=1C=NN(C1)C)O)=O)CC1=CC=C(C=N1)C#N)O[C@@H]1CC(CC1)=O 6-{[(1R)-1-(4-chlorophenyl)-7-fluoro-5-[1-hydroxy-1-(1-methyl-1H-pyrazol-4-yl)propyl]-3-oxo-1-[(3S)-oxocyclopent-3-yloxy]-2,3-dihydro-1H-isoindol-2-yl]methyl}pyridine-3-carbonitrile